C(C)OC=1C=C(C=CC1C=1NC(C2=C(N1)NN=N2)=O)C2=CC=C(C=C2)CO 5-(3-Ethoxy-4'-(hydroxymethyl)-[1,1'-biphenyl]-4-yl)-3,6-dihydro-7H-[1,2,3]triazolo[4,5-d]pyrimidin-7-one